(14S)-7-bromo-8-tert-butyl-17-(4-tert-butylpyridin-2-yl)-12,12-dimethyl-2λ6-thia-3,11,18,23-tetraazatetracyclo[17.3.1.111,14.05,10]tetracosa-1(23),5,7,9,19,21-hexaene-2,2,4-trione BrC=1C=C2C(NS(C=3C=CC=C(NC(CC[C@H]4CC(N(C2=CC1C(C)(C)C)C4)(C)C)C4=NC=CC(=C4)C(C)(C)C)N3)(=O)=O)=O